C(C)(C)(C)OC(=O)N(C1CCN(CC1)C1=C2C=CC(=NC2=C(C=C1)C(=O)OC)OC)C1CC1 methyl 5-[4-[tert-butoxycarbonyl(cyclopropyl)amino]-1-piperidyl]-2-methoxy-quinoline-8-carboxylate